C(C)(C)(C)OC(NC1=C(C=CC=C1)NC(\C=C\C1=CN(C=C1)S(=O)(=O)C1=CC=C(C=C1)C=1C=NN(C1)C)=O)=O [2-((E)-3-{1-[4-(1-Methyl-1H-pyrazol-4-yl)-benzene-sulfonyl]-1H-pyrrol-3-yl}-acryloylamino)-phenyl]-carbamic acid tert-butyl ester